tris(1,1-dimethyl-2-propynyloxy)silane CC(C#C)(O[SiH](OC(C#C)(C)C)OC(C#C)(C)C)C